C(C)(C)N1CC(C1)C=1N=NNC1 4-(1-isopropylazetidin-3-yl)-1H-1,2,3-triazol